BrC1=C(C=C2C(=NC(=NC2=C1)C)N[C@H](C)C1=C(C(=CC=C1)C(F)(F)F)C)I (R)-7-Bromo-6-iodo-2-methyl-N-(1-(2-methyl-3-(trifluoromethyl)phenyl)ethyl)quinazoline-4-Amine